2-[3-[4-[3-(Benzenesulfonamido)phenyl]butoxy]phenyl]acetic acid C1(=CC=CC=C1)S(=O)(=O)NC=1C=C(C=CC1)CCCCOC=1C=C(C=CC1)CC(=O)O